methyl (salicylate) phenyl-carbonate C1(=CC=CC=C1)OC(O)=O.C(C=1C(O)=CC=CC1)(=O)OC